C(CCC)C1C(OC(OC1CCCCC)CCCCCCC)O 5-butyl-2-heptyl-6-pentyl-1,3-dioxan-4-ol